3,3-dimethyl-1H-indene-1,2(3H)-dione CC1(C(C(C2=CC=CC=C12)=O)=O)C